FC1(C2CCCC12C1=CNC=2N=CN=C(C21)N[C@H]2CN(CCC2)C(=O)OC(C)(C)C)F tert-butyl (3R)-3-((5-(6,6-difluorobicyclo[3.1.0]hexan-1-yl)-7H-pyrrolo[2,3-d]pyrimidin-4-yl)amino)piperidine-1-carboxylate